C(C)(C)(C)OC(=O)N1[C@H](C2=NC=C(C=C2C1)C=C)CO[Si](C)(C)C(C)(C)C |r| (R/S)-7-(((tert-butyldimethylsilyl)oxy)methyl)-3-vinyl-5,7-dihydro-6H-pyrrolo[3,4-B]pyridine-6-carboxylic acid tert-butyl ester